tert-Butyl (3S,4R)-3-fluoro-4-(methylamino)pyrrolidine-1-carboxylate F[C@H]1CN(C[C@H]1NC)C(=O)OC(C)(C)C